C(CCC=CCC=CCCCCC)=O tridec-4,7-dienal